(S)-4-(cyclopropylethynyl)-7-(hydroxymethyl)-1-(4-methoxybenzyl)-3-methyl-4-(trifluoromethyl)-3,4-dihydroquinazolin-2(1H)-one C1(CC1)C#C[C@@]1(N(C(N(C2=CC(=CC=C12)CO)CC1=CC=C(C=C1)OC)=O)C)C(F)(F)F